1-(4-(ethylsulfonyl)benzyl)-3-(4-(2-(7-isobutyl-3,4-dihydroquinolin-1(2H)-yl)ethyl)phenyl)urea C(C)S(=O)(=O)C1=CC=C(CNC(=O)NC2=CC=C(C=C2)CCN2CCCC3=CC=C(C=C23)CC(C)C)C=C1